C(#N)C(NC(=O)C1C2C(C2CN1)(C)C)C=1C=NC=C(C1)C N-(cyano(5-methylpyridin-3-yl)methyl)-6,6-dimethyl-3-azabicyclo[3.1.0]hexane-2-carboxamide